NC1=C2C(=NC=N1)N(N=C2C2=CC=C(C=C2)OC2=CC=CC=C2)C2CCC(CC2)C(C(=O)N)=CCN(C)C (1r,4r)-4-(4-amino-3-(4-phenoxyphenyl)-1H-pyrazolo[3,4-d]pyrimidin-1-yl)cyclohexyl-4-(dimethylamino)but-2-enamide